tert-butyl (4-(((5-chloropyridin-2-yl)methyl)amino)butyl)carbamate ClC=1C=CC(=NC1)CNCCCCNC(OC(C)(C)C)=O